7-bromo-1,1,1-trifluoroheptane BrCCCCCCC(F)(F)F